N-[(1R)-1-{5-[(1R)-2,2-Difluorocyclopropan-1-carbonyl]-5,6,7,8-tetrahydro-1,5-naphthyridin-2-yl}ethyl]-4-fluorobenzamid FC1([C@H](C1)C(=O)N1C=2C=CC(=NC2CCC1)[C@@H](C)NC(C1=CC=C(C=C1)F)=O)F